CC1=NOC(=C1C1=CSC2=C1N=C(N=C2)C2=C1C=CNC1=CC=C2)C 7-(3,5-Dimethylisoxazol-4-yl)-2-(1H-indol-4-yl)thieno[3,2-d]pyrimidine